CC1(CC1)C(=O)NNC(\C=C/N1N=C(N=C1)C1=CC(=CC(=C1)C(F)(F)F)S(F)(F)(F)(F)F)=O (Z)-1-methyl-N'-(3-(3-(3-(pentafluoro-sulfaneyl)-5-(trifluoromethyl)phenyl)-1H-1,2,4-triazol-1-yl)acryloyl)cyclopropane-1-carbohydrazide